2-Oxopropionic acid cyclohexyl ester C1(CCCCC1)OC(C(C)=O)=O